t-butylmagnesium chloride C(C)(C)(C)[Mg]Cl